O1C(=CC=C1)C1=NN2C(N=C(N=C2N)NCCC2=CC=C(C=C2)NC2COCC2)=N1 2-(furan-2-yl)-N5-(4-((tetrahydrofuran-3-yl)amino)phenethyl)-[1,2,4]triazolo[1,5-a][1,3,5]triazine-5,7-diamine